1-hexadecyl-2-docosanoyl-glycero-3-phosphoserine C(CCCCCCCCCCCCCCC)OCC(OC(CCCCCCCCCCCCCCCCCCCCC)=O)COP(=O)(O)OC[C@H](N)C(=O)O